(1s,3s)-3-hydroxy-3-(trifluoromethyl)cyclobutane-1-carboxylic acid OC1(CC(C1)C(=O)O)C(F)(F)F